2-chloro-N-[2-{1-[(2E)-3-(4-chlorophenyl)prop-2-yn-1-yl]Piperidin-4-yl}-4-(trifluoromethyl)phenyl]Isonicotinamide ClC=1C=C(C(=O)NC2=C(C=C(C=C2)C(F)(F)F)C2CCN(CC2)CC#CC2=CC=C(C=C2)Cl)C=CN1